2-bromo-2-(pyridin-3-yl)propionic acid ethyl ester C(C)OC(C(C)(C=1C=NC=CC1)Br)=O